4-fluoro-3-(3-((2-(trifluoromethyl)phenoxy)methyl)pyrrolidin-1-yl)benzoic acid FC1=C(C=C(C(=O)O)C=C1)N1CC(CC1)COC1=C(C=CC=C1)C(F)(F)F